(S)-2-cyclopropyl-3,3-difluoro-7-methyl-6-oxo-1,2,3,4,6,7-hexahydro-[1,4]oxazepine C1(CC1)[C@@H]1OC(C(CNC1(F)F)=O)C